ClC=1C(=NC(=NC1)NC1=C(C=C(C(=C1)C)C=1CC(NC(C1)(C)C)(C)C)OC(C)C)NC1=C(C=CC=C1)S(=O)(=O)C(C)C 5-chloro-N2-(2-isopropoxy-5-methyl-4-(2,2,6,6-tetramethyl-1,2,3,6-tetrahydropyridin-4-yl)phenyl)-N4-(2-(isopropylsulfonyl)phenyl)pyrimidine-2,4-diamine